5-Bromo-2-fluorophenyl 2,4,6-tri-O-acetyl-3-deoxy-3-[4-(3,4,5-trifluorophenyl)-1H-1,2,3-triazol-1-yl]-1-thio-α-D-galactopyranoside C(C)(=O)O[C@H]1[C@@H](SC2=C(C=CC(=C2)Br)F)O[C@@H]([C@@H]([C@@H]1N1N=NC(=C1)C1=CC(=C(C(=C1)F)F)F)OC(C)=O)COC(C)=O